COC(=O)C=1SC(=C(N1)I)NC(=O)OC(C)(C)C 5-((tert-butoxycarbonyl)amino)-4-iodothiazole-2-carboxylic acid methyl ester